FC1=C(C=CC(=C1C)OC1=CC2=C(N(C=N2)C)C=C1)NC1=NC=NC2=CC=C(C=C12)OC1CC2CCC(C1)N2C(=O)OC(C)(C)C tert-Butyl endo-3-((4-((2-fluoro-3-methyl-4-((1-methyl-1H-benzo[d]imidazol-5-yl)oxy)-phenyl)amino)quinazolin-6-yl)-oxy)-8-azabicyclo[3.2.1]octane-8-carboxylate